1-(4-((4-amino-7-isopropyl-5-(4-phenoxyphenyl)-7H-pyrrolo[2,3-d]pyrimidin-6-yl)ethynyl)piperidin-1-yl)-2-chloropropan-1-one NC=1C2=C(N=CN1)N(C(=C2C2=CC=C(C=C2)OC2=CC=CC=C2)C#CC2CCN(CC2)C(C(C)Cl)=O)C(C)C